PYRIDINYLACETAMIDE N1=C(C=CC=C1)CC(=O)N